3-hydroxybutanoate sodium salt [Na+].OC(CC(=O)[O-])C